2,5-dimethyl-N,N-diethylpyrrolium CC=1[N+](C(=CC1)C)(CC)CC